CN1N=NC2=C1C=CC(=C2C)[C@H](C(C(=O)OC)(C)C)C=2C=C(C1=C(C=CS1)C2)CO Methyl (3R)-3-(1,4-dimethyl-1H-benzotriazol-5-yl)-3-[7-(hydroxymethyl)-1-benzothiophen-5-yl]-2,2-dimethylpropanoate